CN1C=NC2=C1C=CC(=C2)\C=C/2\C(NC(=N2)NC2=CC=CC=C2)=O (Z)-5-((1-methyl-1H-benzo[d]imidazol-5-yl)methylene)-2-(phenylamino)-3,5-dihydro-4H-imidazol-4-one